CC1=C(C(=CC(=C1)C)C)C1=NC=2C(CCCC2C=C1)=O 2-(2,4,6-trimethylphenyl)-6,7-dihydro-quinolin-8(5H)-one